ClC=1C=CC(=C(C(=O)N2C3CC(C(C2CNC2=NC=C(N=C2)C2CC2)C)C3)C1)N1N=CC=N1 N-({2-[5-Chloro-2-(2H-1,2,3-triazol-2-yl)benzoyl]-4-methyl-2-azabicyclo[3.1.1]heptan-3-yl}methyl)-5-cyclopropylpyrazin-2-amin